FC(CN1[C@@H](C=2NC3=CC=CC=C3C2C[C@H]1C)C1=CC(=C(S1)CC1CN(C1)C(=O)OC(C)(C)C)C)(C)C tert-butyl 3-((5-((1S,3R)-2-(2-fluoro-2-methylpropyl)-3-methyl-2,3,4,9-tetrahydro-1H-pyrido[3,4-b]indol-1-yl)-3-methylthiophen-2-yl)methyl)azetidine-1-carboxylate